2,3,5,6-tetrafluorophenoxy-7,10,13,16,19,22,25,28,31,34-decaoxa-3-azaheptatriacontane FC1=C(OCCNCCCOCCOCCOCCOCCOCCOCCOCCOCCOCCOCCC)C(=C(C=C1F)F)F